[Na].N1N=NC2=C1C=CC=C2 (1H-benzotriazole), sodium salt